FC1(OC2=C(O1)C=CC(=C2)C=CC=2N=CSC2)F 4-(2-(2,2-difluorobenzo[d][1,3]dioxol-5-yl)vinyl)thiazol